methyl 4-(4-bromobutoxy)benzoate BrCCCCOC1=CC=C(C(=O)OC)C=C1